3-bromo-1-isopropyl-1,6-dihydro-7H-pyrazolo[4,3-d]Pyrimidin-7-one BrC1=NN(C2=C1N=CNC2=O)C(C)C